FC(OC=1C=C(C=C(C1)C1=CN=C2N1C=CC(=C2)OCCN2CCOCC2)C2(CC2)S(=O)(=O)N)F (3-(difluoromethoxy)-5-(7-(2-morpholinylethoxy)imidazo[1,2-a]pyridin-3-yl)phenyl)cyclopropanesulfonamide